ICC(=O)C1=C(C=CC=C1)O iodoacetylphenol